(((triethylsilyl)oxy)methyl)pyrrolidine-1-carboxylate C(C)[Si](OCOC(=O)N1CCCC1)(CC)CC